2-{[(3-cyclopropyl-1,2,4-oxadiazol-5-yl)oxy]methyl}-5-[5-(trifluoromethyl)-1,2,4-oxadiazol-3-yl]pyridine C1(CC1)C1=NOC(=N1)OCC1=NC=C(C=C1)C1=NOC(=N1)C(F)(F)F